[Ni].C1(=CC=CC=C1)P(C1=CC=CC=C1)C1=CC=CC=C1.C1(=CC=CC=C1)P(C1=CC=CC=C1)C1=CC=CC=C1 (bis(triphenylphosphine)) nickel